COC1=CC=C(C=C1)/C=C(/C(=C/C2=CC=C(C=C2)OS(=O)(=O)O)/[N+]#[C-])\\[N+]#[C-] The molecule is an aryl sulfate that is phenyl hydrogen sulfate substituted by a (1Z,3Z)-2,3-diisocyano-4-(4-methoxyphenyl)buta-1,3-dien-1-yl group at position 4. An Aspergillus metabolite isolated from Aspergillus and Aspergillus fumigatus. It has a role as an Aspergillus metabolite. It is an aryl sulfate, an aromatic ether and an isocyanide.